6-[1-(2,2-difluoroethyl)-1H-pyrazol-4-yl]-4-{[(3S)-piperidin-3-yl]amino}pyrido[3,2-d]pyrimidine-8-carboxamide FC(CN1N=CC(=C1)C=1C=C(C=2N=CN=C(C2N1)N[C@@H]1CNCCC1)C(=O)N)F